C(C)N1C(=NC2=CC=C(C=C2C1=O)C(F)(F)F)[C@@H](CCC)N1CCN[C@H](CC1)C 3-ethyl-2-((R)-1-((S)-5-methyl-1,4-diazepan-1-yl)butyl)-6-(trifluoromethyl)quinazolin-4(3H)-one